8-((2S,6S)-2,6-Dimethylmorpholino)-N-((1S,2S)-2-hydroxycyclopentyl)-N-(2-hydroxyethyl)-6-(N-(3-methyloxetan-3-yl)sulfamoyl)imidazo[1,5-a]pyridine-3-carboxamide C[C@@H]1O[C@H](CN(C1)C=1C=2N(C=C(C1)S(NC1(COC1)C)(=O)=O)C(=NC2)C(=O)N(CCO)[C@@H]2[C@H](CCC2)O)C